FC1=C(C=C(C(=C1)C(F)(F)F)C1=NC=C(C=N1)F)NC(=O)N1[C@@H]2C[C@H](C[C@]1(C2)C=2OC(=NN2)C)C (1S,3R,5R)-N-(2-fluoro-5-(5-fluoropyrimidin-2-yl)-4-(trifluoromethyl)phenyl)-3-methyl-1-(5-methyl-1,3,4-oxadiazol-2-yl)-6-azabicyclo[3.1.1]heptane-6-carboxamide